3-methylimidazolium hexafluorophosphate rac-tert-Butyl-4-(6-(3-(methoxymethoxy)-5-(((3-methyl-1H-pyrazol-4-yl)methyl)amino)pyridin-2-yl)pyridazin-3-yl)-2-methylpiperazine-1-carboxylate C(C)(C)(C)OC(=O)N1[C@@H](CN(CC1)C=1N=NC(=CC1)C1=NC=C(C=C1OCOC)NCC=1C(=NNC1)C)C.F[P-](F)(F)(F)(F)F.C[N+]1=CNC=C1 |r|